C(CCC)NCCO N-mono-n-butylethanolamine